N-(2-(2-(4-(2-chlorobenzyloxy)phenoxy)ethoxy)ethyl)cyclopentylamine ClC1=C(COC2=CC=C(OCCOCCNC3CCCC3)C=C2)C=CC=C1